C(C)NC(C1=CC(=CC(=C1)Cl)B(O)O)=O N-ETHYL-3-BORONO-5-CHLOROBENZAMIDE